5'-(5-Methylpiperidin-2-yl)spiro[cyclobutane-1,3'-indoline]-2'-one CC1CCC(NC1)C=1C=C2C3(C(NC2=CC1)=O)CCC3